ClC=1C=CC2=C(N(C3=C(CC2)C=CC=C3)CCCCN(C/C=C/C(=O)OC)C)C1 methyl (E)-4-[4-(3-chloro-10,11-dihydro-5H-dibenzo[b,f]azepin-5-yl)butylmethyl-amino]but-2-enoate